5-(4,4-Difluorocyclohexyl)-N-((2-((3R,5S)-3,5-dimethylpiperazin-1-yl)pyrimidin-4-yl)methyl)-7H-pyrrolo[2,3-d]pyrimidin-4-amine FC1(CCC(CC1)C1=CNC=2N=CN=C(C21)NCC2=NC(=NC=C2)N2C[C@H](N[C@H](C2)C)C)F